benzenetrisol C1(=C(C(=CC=C1)O)O)O